BrC1=C(N=CS1)C1=CC=C(C=C1)OC 5-Bromo-4-(4-methoxy-phenyl)-thiazol